ClC=1C=NC=C(C1[C@@H](C)OC=1C=C2C(=NNC2=CC1OC)I)Cl 5-[(1R)-1-(3,5-dichloro-4-pyridinyl)ethoxy]-3-iodo-6-methoxy-1H-indazole